N-[(4-{2-[ethyl(methyl)amino]-1,3-thiazole-5-sulfonyl}phenyl)methyl]furo[2,3-c]pyridine-2-carboxamide C(C)N(C=1SC(=CN1)S(=O)(=O)C1=CC=C(C=C1)CNC(=O)C1=CC=2C(=CN=CC2)O1)C